3-((4-(2-(trifluoromethyl)pyridin-4-yl)piperazin-1-yl)methyl)piperidine FC(C1=NC=CC(=C1)N1CCN(CC1)CC1CNCCC1)(F)F